CN1CCC(CC1)S 1-methylpiperidin-4-thiol